[N+](#[C-])CS(=O)(=O)C1=CC=C(C=C1)C (isocyanomethylsulfonyl)-4-methyl-benzene